BrC1=CC=C2C(=NN(C2=C1)C1OCCCC1)C 6-bromo-3-methyl-1-tetrahydropyran-2-yl-indazole